tert-butyl 3-(2-(6-chloro-5-formyl-2-methyl-3-oxo-2,3-dihydropyridazin-4-yl)acetamido)-3-(trifluoromethyl)pyrrolidine-1-carboxylate ClC=1C(=C(C(N(N1)C)=O)CC(=O)NC1(CN(CC1)C(=O)OC(C)(C)C)C(F)(F)F)C=O